CC(C([2H])(C1=CC=CC=C1)C1=NC2=CC=CC=C2C=C1)C 2-(2-methyl-1-phenylpropyl-1-d)quinoline